5-[[[(2S)-2,3-Diaminopropanoyl]amino]methyl]-N-[4-[4-(3,5-dichlorophenyl)piperazin-1-yl]sulfonylphenyl]-2-[methyl(methylsulfonyl)amino]benzamide bis-trifluoroacetate FC(C(=O)O)(F)F.FC(C(=O)O)(F)F.N[C@H](C(=O)NCC=1C=CC(=C(C(=O)NC2=CC=C(C=C2)S(=O)(=O)N2CCN(CC2)C2=CC(=CC(=C2)Cl)Cl)C1)N(S(=O)(=O)C)C)CN